6-(2-fluoro-4-(1-methyl-1H-pyrazol-3-yl)benzyl)-5-oxo-5,6-dihydro-1,6-naphthyridine-8-carbonitrile FC1=C(CN2C(C=3C=CC=NC3C(=C2)C#N)=O)C=CC(=C1)C1=NN(C=C1)C